4-(((6aR,8R)-2-(3,5-difluoro-2-hydroxyphenyl)-5,6,6a,7,8,9-hexahydropyrrolo[1',2':4,5]pyrazino[2,3-c]pyridazin-8-yl)oxy)benzaldehyde trifluoroacetate FC(C(=O)O)(F)F.FC=1C(=C(C=C(C1)F)C=1C=C2C(=NN1)NC[C@@H]1N2C[C@@H](C1)OC1=CC=C(C=O)C=C1)O